Cl.N1=CC=CC=2CCCC(C12)=NNC(C1=C(C=CC=C1)OCCN1CCCC1)=O N'-(6,7-Dihydroquinolin-8(5H)-ylidene)-2-(2-(pyrrolidin-1-yl)ethoxy)benzohydrazide hydrochloride